3-(3-(3-((tert-butyldimethylsilyl)oxy)propoxy)-5-methyl-4-nitro-1H-pyrazol-1-yl)-5-fluoro-2,6-dimethylpyridine [Si](C)(C)(C(C)(C)C)OCCCOC1=NN(C(=C1[N+](=O)[O-])C)C=1C(=NC(=C(C1)F)C)C